CN(C(=O)N1C=CC2=CC=CC=C12)CC1=CC=C(C=C1)S(=O)(=O)N1CCCCC1 N-methyl-N-(4-(piperidin-1-ylsulfonyl)benzyl)-1H-indole-1-carboxamide